CN1CC2(C1)CCC(CC2)C=2C=NC=C(C2)COC(C)C 3-(2-methyl-2-azaspiro[3.5]nonane-7-yl)-5-(2-propoxymethyl)pyridine